biphenylyl[(diphenyltriazinyl)phenyl]benzselenophene C1(=C(C=CC=C1)C1=C([Se]C2=C1C=CC=C2)C2=C(C=CC=C2)C2=NN=NC(=C2C2=CC=CC=C2)C2=CC=CC=C2)C2=CC=CC=C2